4-((3-((dimethylamino)methyl)-4-(4-hydroxypiperidin-1-yl)phenyl)amino)-7-(1-methyl-1H-pyrrolo[2,3-b]pyridin-4-yl)-1,2-dihydro-3H-pyrrolo[3,4-c]pyridin-3-one CN(C)CC=1C=C(C=CC1N1CCC(CC1)O)NC1=NC=C(C2=C1C(NC2)=O)C2=C1C(=NC=C2)N(C=C1)C